(R)-N-(2-Bromo-3-fluoropyridin-4-yl)-11,11-difluoro-8-hydroxy-3,4,8,9,10,11-hexahydro-1H-pyrido[4',3':3,4]pyrazolo[1,5-a]azepine-2(7H)-carboxamide BrC1=NC=CC(=C1F)NC(=O)N1CC=2C(=NN3C2C(CC[C@H](C3)O)(F)F)CC1